OC1CC2=CCCN2C1 2-hydroxytetrahydro-1H-pyrrolizine